4-Iodo-N-{[1-(3-methylbutanoyl)-1,2,3,4-tetrahydrochinolin-6-yl]methyl}benzamid IC1=CC=C(C(=O)NCC=2C=C3CCCN(C3=CC2)C(CC(C)C)=O)C=C1